FC1=CC=C(CN2C3(CN(C3)C=3N=NC=CC3)C(N(CC2=O)C2CCC(CC2)C)=O)C=C1 5-(4-fluorobenzyl)-8-(4-methylcyclohexyl)-2-(pyridazin-3-yl)-2,5,8-triazaspiro[3.5]nonane-6,9-dione